C(C)(C)(C)OC(=O)N1[C@@H](C=C(C1)C1=CC=CC=C1)CO[Si](C1=CC=CC=C1)(C1=CC=CC=C1)C(C)(C)C.NC=1C=C(C(C(F)(F)F)(C(F)(F)F)C2=CC=C(C=C2)C(C2=CC(=CC=C2)N)(C(F)(F)F)C(F)(F)F)C=CC1 1,4-bis(3-amino-α,α-bis-trifluoromethylbenzyl)benzene tert-butyl-(S)-2-(((tert-butyldiphenylsilyl)oxy)methyl)-4-phenyl-2,5-dihydro-1H-pyrrole-1-carboxylate